C1(CCC1)N(C(=O)NC1=C(C=CC=C1)C(F)(F)F)CC1=CC=2N(C=C1)N=CC2 1-cyclobutyl-1-(pyrazolo[1,5-a]pyridin-5-ylmethyl)-3-(2-(trifluoromethyl)phenyl)urea